CC1N(CC(CC1)C1=CC=CC=C1)C(=O)NCCCCC1=CC=CC=C1 2-methyl-5-phenyl-N-(4-phenylbutyl)piperidine-1-carboxamide